[C].C=CCCCC (hexene) carbon